C(C)(C)(C)OC(=O)N1CC(C2=C1C=NC=1N2N=C(C1)CC)(C(F)(F)F)C 2-Ethyl-8-methyl-8-(trifluoromethyl)-7,8-dihydro-6H-pyrazolo[1,5-a]pyrrolo[2,3-e]pyrimidine-6-carboxylic acid tert-butyl ester